4-(2-((1-(cis-4-cyanocyclohexyl)-1H-pyrazol-4-yl)amino)-5-methylpyrimidin-4-yl)-N-(cyanomethyl)benzamide C(#N)[C@H]1CC[C@H](CC1)N1N=CC(=C1)NC1=NC=C(C(=N1)C1=CC=C(C(=O)NCC#N)C=C1)C